4-(non-1-en-2-yl)cyclohex-1-ene C=C(CCCCCCC)C1CC=CCC1